(2-Methylphenyl)-hydrazine CC1=C(C=CC=C1)NN